F[C@@H]1C[C@@H](N2N=C(N=C21)C(=O)[C@@H]2[C@@H](C2)F)C2=CC=CC=C2 ((5R,7R)-7-fluoro-5-phenyl-6,7-dihydro-5H-pyrrolo[1,2-b][1,2,4]triazol-2-yl)((1R,2R)-2-fluorocyclopropyl)methanone